L-phenylalanine ketoglutarate O=C(C(=O)O)CCC(=O)O.N[C@@H](CC1=CC=CC=C1)C(=O)O